FC(CN1C[C@H]([C@@H](C1)C1=C(C=CC=C1)C(F)(F)F)NC(=O)C=1C=C2C(=NC1)NN=C2C2=CC(=NC=C2)C)F N-((3S,4R)-1-(2,2-difluoroethyl)-4-(2-(trifluoromethyl)phenyl)pyrrolidin-3-yl)-3-(2-methylpyridin-4-yl)-1H-pyrazolo[3,4-b]pyridine-5-amide